C[C@H](CN1CC2(CS(C2)(=O)=O)CC1)CC1=CC=C(C=C1)C1(CC1)C (S)-6-(2-methyl-3-(4-(1-methylcyclopropyl)phenyl)propyl)-2-thia-6-azaspiro[3.4]octane 2,2-dioxide